ClC=1C(=C(C=CC1)NC=1C2=C(N=CN1)C=CC(=N2)N2C[C@@H]1[C@H](C2)CN(C1)C(=O)OC(C)(C)C)F tert-Butyl (3aR,6aS)-5-(4-((3-chloro-2-fluorophenyl)amino)pyrido[3,2-d]pyrimidin-6-yl)hexahydropyrrolo[3,4-c]pyrrole-2(1H)-carboxylate